C(O)(O)=O.[Cs+].C([O-])([O-])=O.C(O)(O)=O.[Cs+] cesium sesquicarbonate